2-(diacryloyloxymethyl)propan-1-ol C(C=C)(=O)OC(C(CO)C)OC(C=C)=O